C(=O)OC1=C(C=C(C=C1)CO)OC 4-(hydroxymethyl)-2-methoxyphenyl formate